FC1=C(C(=O)N(CC2COCC2)C)C(=CC(=C1)B1OC(C(O1)(C)C)(C)C)F 2,6-difluoro-N-methyl-N-((tetrahydrofuran-3-yl)methyl)-4-(4,4,5,5-tetramethyl-1,3,2-dioxaborolan-2-yl)benzamide